4-((3-(3-(4-chloro-3-ethyl-1H-pyrrolo[2,3-b]pyridin-5-yl)phenyl)-2-oxotetrahydropyrimidin-1(2H)-yl)methyl)piperidine-1-carboxylic acid tert-butyl ester C(C)(C)(C)OC(=O)N1CCC(CC1)CN1C(N(CCC1)C1=CC(=CC=C1)C=1C(=C2C(=NC1)NC=C2CC)Cl)=O